S(O)(O)(=O)=O.NCCC(=O)O beta-alanine bisulfate